ClC=1C=C2C=NC(=NC2=CC1C1CCN(CC1)[C@@H]1[C@H](COC1)C#N)NC=1C=NN(C1C)C1CC1 |o1:17,18| (3S,4R) or (3R,4S)-4-(4-{6-chloro-2-[(1-cyclopropyl-5-methyl-1H-pyrazol-4-yl)amino]quinazolin-7-yl}piperidin-1-yl)oxolane-3-carbonitrile